ClC1=CC=C2[C@]3(C(N(C2=C1)C=1C=NN(C1)CCC)=O)CC1=CC=C(C=C1C3)C(=O)OC methyl (S)-6'-chloro-2'-oxo-1'-(1-propyl-1H-pyrazol-4-yl)-1,3-dihydrospiro[indene-2,3'-indoline]-5-carboxylate